P(=O)([O-])([O-])[O-].[Li+].[F].[Al+3] aluminum fluorine lithium phosphate